methylmorpholine-3-one CN1C(COCC1)=O